C(C)(C)(C)OC(=O)NCCN1N=C2C=CC=CC2=C1C(=O)[O-] 2-(2-((tert-butoxycarbonyl) amino) ethyl)-2H-indazole-3-carboxylate